O=C1NC(CCC1N1C(C2=CC=C(C(=C2C1)F)CNC1CCN(CC1)C1=CC(=C(C=C1)NC1=NC=C(C(=C1)NC1=C(C(=O)NC)C=CC=C1)C(F)(F)F)OC)=O)=O 2-((2-((4-(4-(((2-(2,6-dioxopiperidin-3-yl)-4-fluoro-1-oxoisoindolin-5-yl)methyl)amino)piperidin-1-yl)-2-methoxyphenyl)amino)-5-(trifluoromethyl)pyridin-4-yl)amino)-N-methylbenzamide